N,4-dimethyl-2-[3-[[7-(5-methyl-1,2,4-oxadiazol-3-yl)-1-isoquinolyl]amino]propanoylamino]-N-propyl-thiazole-5-carboxamide CN(C(=O)C1=C(N=C(S1)NC(CCNC1=NC=CC2=CC=C(C=C12)C1=NOC(=N1)C)=O)C)CCC